Tetrakis(1,2,2,6,6-pentamethyl-4-piperidyl) butane-1,2,3,4-tetracarboxylate C(C(C(CC(=O)OC1CC(N(C(C1)(C)C)C)(C)C)C(=O)OC1CC(N(C(C1)(C)C)C)(C)C)C(=O)OC1CC(N(C(C1)(C)C)C)(C)C)C(=O)OC1CC(N(C(C1)(C)C)C)(C)C